2-butyl-4-(3-chloro-4-((1-(piperidin-4-ylmethyl)piperidin-4-yl)oxy)phenyl)-2,7-naphthyridin C(CCC)N1CC2=CN=CC=C2C(=C1)C1=CC(=C(C=C1)OC1CCN(CC1)CC1CCNCC1)Cl